tridecafluoro-1-iodoheptane FCC(C(C(C(C(C(I)(F)F)(F)F)(F)F)(F)F)(F)F)(F)F